N1CC(CC1)CO pyrrolidin-3-ylmethanol